N1(N=NC2=C1C=CC=C2)CC(=O)N(C2=CC=C(C=C2)C=2C=NC=CC2)CC2CCC2 2-(1H-Benzo[d][1,2,3]triazol-1-yl)-N-(cyclobutylmethyl)-N-(4-(pyridin-3-yl)phenyl)acetamide